C(#N)C=1C=CC(=C(C1)C1=CC(=NC=C1C(=O)NC=1S(C2=C(N1)CNC2)C(C2=NC=CC=C2)=O)C)OC 4-(5-cyano-2-methoxyphenyl)-6-methyl-N-(S-picolinoyl-5,6-dihydro-4H-pyrrolo[3,4-d]thiazol-2-yl)nicotinamide